(+)-2'-Chloro-N-(5-{[(1R,3R)-3-cyclopropoxycyclohexyl](methyl)carbamoyl}-1,3,4-thiadiazol-2-yl)-3'-fluoro-5'-methoxy-6-methyl-[4,4'-bipyridine]-3-carboxamide ClC1=NC=C(C(=C1F)C1=C(C=NC(=C1)C)C(=O)NC=1SC(=NN1)C(N(C)[C@H]1C[C@@H](CCC1)OC1CC1)=O)OC